NC1CCN(CC1)C1=NN2C(C(=N1)NCC1=C(C=CC=C1)C1=CC=NN1C)=NC=C2C(C)C 2-(4-aminopiperidin-1-yl)-7-isopropyl-N-(2-(1-methyl-1H-pyrazol-5-yl)benzyl)imidazo[2,1-f][1,2,4]triazin-4-amine